(S)-(4-bromo-2-(2-hydroxypropan-2-yl)oxazol-5-yl)(4-(6-fluorobenzo[d]oxazol-2-yl)-6,7-dihydro-1H-imidazo[4,5-c]pyridin-5(4H)-yl)methanone BrC=1N=C(OC1C(=O)N1[C@@H](C2=C(CC1)NC=N2)C=2OC1=C(N2)C=CC(=C1)F)C(C)(C)O